CC1=CC(=NO1)O 5-methyl-1,2-oxazol-3-ol